C1(CC1)N1C=C(C(C2=CC(=C(C=C12)N1CCNCC1)F)=O)C(=O)O 1-cyclopropyl-6-fluoro-1,4-dihydro-4-keto-7-(1-piperazinyl)-3-quinolinic acid